C(C1=CC=CC=C1)N(C=1C=C2CC3(C(NC4=NC=CC=C43)=O)CC2=CC1C)CC1=CC=CC=C1 5-(dibenzylamino)-6-methyl-1,3-dihydrospiro[indene-2,3'-pyrrolo[2,3-b]pyridin]-2'(1'H)-one